(4-(tert-butyl)phenyl)-N-(2-(dimethylamino)ethyl)-5-(2-nitrophenyl)Azole-4-carboxamide C(C)(C)(C)C1=CC=C(C=C1)C=1NC(=C(C1)C(=O)NCCN(C)C)C1=C(C=CC=C1)[N+](=O)[O-]